2-(2-((3R,4R)-3-amino-4-fluoro-1-piperidinyl)-5,6-difluoro-1H-benzimidazol-1-yl)-1-(4-morpholinyl)ethanone N[C@@H]1CN(CC[C@H]1F)C1=NC2=C(N1CC(=O)N1CCOCC1)C=C(C(=C2)F)F